3,5-bis(2-methyl-4-nitrobenzoylamino)benzotrifluoride CC1=C(C(=O)NC=2C=C(C=C(C2)NC(C2=C(C=C(C=C2)[N+](=O)[O-])C)=O)C(F)(F)F)C=CC(=C1)[N+](=O)[O-]